[K].C1CCC2=C(C=3CCCC3C=C12)NC(=O)NS(=O)(=O)C1CN(CC1)C(C(F)(F)F)=O N-((1,2,3,5,6,7-Hexahydro-s-indacen-4-yl)carbamoyl)-1-(2,2,2-trifluoroacetyl)pyrrolidine-3-sulfonamide, Potassium Salt